OCC(C)S(=O)(=O)OCC(C)(C)C 2,2-dimethylpropyl 1-hydroxypropane-2-sulfonate